1-(4-morpholinophenyl)butane-1-one O1CCN(CC1)C1=CC=C(C=C1)C(CCC)=O